3-Aminopropyl 2-acetamido-2-deoxy-α-D-glucopyranosyl-(1→3)-β-D-galactopyranoside C(C)(=O)N[C@H]1[C@H](O[C@@H]([C@H]([C@@H]1O)O)CO)O[C@@H]1[C@H]([C@H](OCCCN)O[C@@H]([C@@H]1O)CO)O